N-[2-(2,6-Difluorophenyl)-[1,3]thiazolo[5,4-c]pyridin-6-yl]-6-[(dimethylamino)methyl]-5-(morpholin-4-yl)pyridin-2-amine FC1=C(C(=CC=C1)F)C=1SC=2C=NC(=CC2N1)NC1=NC(=C(C=C1)N1CCOCC1)CN(C)C